C(CC=C)C1=CC=C(C=C1)C#CC1=CC(=C(C=C1)C#C)CC 4-((4-(but-3-enyl)phenyl)ethynyl)-2-ethyl-1-ethynyl-benzene